benzyl-(3R,4R,5S)-3-[(tert-butoxycarbonyl) amino]-4-hydroxy-5-methylpiperidine-1-carboxylate C(C1=CC=CC=C1)OC(=O)N1C[C@H]([C@@H]([C@H](C1)C)O)NC(=O)OC(C)(C)C